C1(CCCC1)O[C@@H](CC1=CC2=C(S1)C=CC=C2C(=O)O)[C@H](O)C2=CC(=C(C(=C2)OC)C)OC ((2S,3R)-2-(cyclopentyloxy)-3-(3,5-dimethoxy-4-methylphenyl)-3-hydroxypropyl)benzo[b]thiophene-4-carboxylic acid